CC1=C(NC(=C1)C)C=C1C(NC2=CC=CC=C12)=O 1,3-dihydro-3-[(3,5-dimethyl-1H-pyrrol-2-yl)methylene]-2H-indol-2-one